C(CCCCCCCCCCCCCCCCC)OC(CCCCCCCCCCCCC)=O.BrCC(=O)NC1=C(C(=CC=C1)C)C 2-bromo-N-(2,3-dimethylphenyl)acetamide octadecyl-myristate